(1H-1,2,3-Triazol-1-yl(methyl)-1-cyanopyrrolidin-3-yl)-5-(3-(trifluoromethyl)phenyl)oxazol-2-carboxamid N1(N=NC=C1)C1(N(CCC1C=1N=C(OC1C1=CC(=CC=C1)C(F)(F)F)C(=O)N)C#N)C